ClC1=CC=CC(=N1)SC=1C=2N(C=C(C1)C=1C=NN(C1)[C@@H]1CN(CCC1)C(=O)OC(C)(C)C)N=CC2C#N t-Butyl (3S)-3-[4-[4-[(6-chloro-2-pyridyl)sulfanyl]-3-cyano-pyrazolo[1,5-a]pyridin-6-yl]pyrazol-1-yl]piperidine-1-carboxylate